P(=O)(O)(O)F.P(=O)(O)(O)F.P(=O)(O)(O)F.P(=O)(O)(O)F.C(CC)N1CN(C=C1)CCCC 1-propyl-3-butylimidazole tetrafluorophosphate salt